COC1=CC=C(CN(C2=NC=C3C=C(C=NC3=C2)C=2C=C(C=CC2C)NC(C2=CN=CC(=C2)[C@@H](C(F)(F)F)O)=O)C)C=C1 (S)-N-(3-(7-((4-methoxybenzyl)(methyl)amino)-1,6-naphthyridin-3-yl)-4-methylphenyl)-5-(2,2,2-trifluoro-1-hydroxyethyl)nicotinamide